CS(=O)(=O)CCCC=1C=C(C(=C(C1)O)[C@@H]1C=C(CC[C@H]1C(C)C)C)O 5-(3-methanesulfonylpropyl)-2-[(1S,6S)-3-methyl-6-(propan-2-yl)cyclohex-2-en-1-yl]benzene-1,3-diol